BrC(CCCCC)Br 1-bromo-hexyl bromide